NC1=NC=C(C=C1C=1C=C2CCNC(C2=CC1)=O)C1=CC=C(C=C1)N1C[C@@H]2[C@H](C1)CCO2 6-(2-amino-5-(4-((3aS,6aS)-hexahydro-5H-furo[2,3-c]pyrrol-5-yl)phenyl)pyridin-3-yl)-3,4-dihydroisoquinolin-1(2H)-one